6-methoxy-[1,2,4]triazolo[1,5-a]pyridine-7-carboxylic acid COC=1C(=CC=2N(C1)N=CN2)C(=O)O